tert-butyl (S)-4-cyclopropyl-1,2,3-oxathiazolidine-3-carboxylate 2,2-dioxide C1(CC1)[C@@H]1N(S(OC1)(=O)=O)C(=O)OC(C)(C)C